CC([C@H](C)NC1=NC(=NC=C1CO)SC)C [4-{[(2S)-3-methylbutan-2-yl]amino}-2-(methylsulfanyl)pyrimidin-5-yl]methanol